C(CCC)(=O)O.CN1C=NC=C1 N-methylimidazole butyrate